N[C@H](C(=O)O)CC1=CC=C2OC3=CC(C4=C(C3=NC2=C1)C=CC=C4)=O (2S)-2-amino-3-(5-oxobenzo[a]phenoxazin-10-yl)propanoic acid